C12CNCC(CC1)N2C2=CC(=C1C(N(C(C1=C2)=O)C2C(NC(CC2)=O)=O)=O)F 6-(3,8-diazabicyclo[3.2.1]octan-8-yl)-2-(2,6-dioxopiperidin-3-yl)-4-fluoroisoindoline-1,3-dione